2-(pyridin-3-yl)-2H-indazole-5-carboxamide N1=CC(=CC=C1)N1N=C2C=CC(=CC2=C1)C(=O)N